ClC1=CSC2=C1NC(=C2)C(=O)N2[C@@H]([C@@H]1[C@H](C2)CC(C1)(F)F)C(=O)N[C@H](C[C@@H]1C(NCCC1)=O)C#N (1S,3aR,6aS)-2-(3-chloro-4H-thieno[3,2-b]pyrrole-5-carbonyl)-N-((R)-1-cyano-2-((R)-2-oxopiperidin-3-yl)ethyl)-5,5-difluorooctahydrocyclopenta[c]pyrrole-1-carboxamide